1-[(2'S,7R)-2'-methyl-2-(trifluoromethyl)spiro[4,5-dihydrothieno[2,3-c]pyran-7,4'-piperidine]-3-yl]ethanol C[C@@H]1NCC[C@]2(C1)OCCC1=C2SC(=C1C(C)O)C(F)(F)F